COC(=O)C1(CCC2(C(=CC3=CC=C(C=C23)C(C)=O)Br)CC1)NC1=CC(=CC=C1)Cl (1s,4s)-6'-acetyl-2'-bromo-4-(3-chloroanilino)spiro[cyclohexane-1,1'-indene]-4-carboxylic acid methyl ester